CC(C(C(NC)=O)NC(=O)C=1C2=CC=CC2=CC1)(C)C pentalene-4-carboxylic acid [2,2-dimethyl-1-((S)-methylcarbamoyl)-propyl]-amide